S(C1=CC(=C(C=C1C)O)C(C)(C)C)C1=CC(=C(C=C1C)O)C(C)(C)C 4,4'-thiobis(2-tertbutyl-5-methylphenol)